ClC1=CC=C(C=C1)[C@@]1(N(C(C2=CC(=CC(=C12)F)C(C)(C)O)=O)CC=1C(=NC(=CC1)C)OC)OC (3R)-3-(4-Chlorophenyl)-4-fluoro-6-(2-hydroxypropan-2-yl)-3-methoxy-2-[(2-methoxy-6-methylpyridin-3-yl)methyl]-2,3-dihydro-1H-isoindol-1-on